C(CCCCCC)NC1=CC=C(C=C1)N N,N'-heptyl-p-phenylenediamine